2-(1H-tetrazol-5-yl)-6-(5-(trifluoromethyl)-2,3-dihydrobenzofuran-2-yl)pyridine N1N=NN=C1C1=NC(=CC=C1)C1OC2=C(C1)C=C(C=C2)C(F)(F)F